C(CC)OC1C(C[Si](OC)OC)O1 (epoxypropoxypropyl)dimethoxysilicon